BrCC(C(=O)Cl)CBr bromo-2-bromomethyl-propionyl chloride